C(C)(=O)OC1N(C(C2=CC(=CC=C12)C1=NC(=NC=C1Cl)NC1CCOCC1)=O)CC(=O)N(CCC1=CC=CC=C1)C (5-(5-chloro-2-((oxacyclohex-4-yl) amino) pyrimidin-4-yl)-2-(2-(methyl (phenethyl) amino)-2-oxoethyl)-3-oxoisoindolin-1-yl) acetate